6-fluoro-1-(2-fluoro-4-hydroxy-phenyl)-7-(4-fluoroisoindolin-2-yl)-4-oxo-1,4-dihydroquinoline-3-carboxylic acid FC=1C=C2C(C(=CN(C2=CC1N1CC2=CC=CC(=C2C1)F)C1=C(C=C(C=C1)O)F)C(=O)O)=O